(2s,4s)-2-(4-(5-chlorobenzofuran-2-yl)piperidin-1-yl)-7-oxa-5-azaspiro[3.4]octan-6-one ClC=1C=CC2=C(C=C(O2)C2CCN(CC2)C2CC3(C2)NC(OC3)=O)C1